3-(5-fluoro-2',6'-dimethyl[3,4'-bipyridin]-2-yl)-3-methoxy-5,5-dimethyl-6-oxocyclohex-1-ene-1-carbonitrile FC=1C=C(C(=NC1)C1(C=C(C(C(C1)(C)C)=O)C#N)OC)C1=CC(=NC(=C1)C)C